Br.NCC1(CCN(CC1)CC(=O)N1CCN(CC1)CC1=C(C=CC=C1F)OCC)CCC1=CC=CC=C1 2-(4-(aminomethyl)-4-phenethylpiperidin-1-yl)-1-(4-(2-ethoxy-6-fluorobenzyl)piperazin-1-yl)ethan-1-one hydrobromide